NC=1C=C2CC=CCC2=CC1 6-amino-1,4-dihydronaphthalene